6-(1-(4-fluorophenyl)ethyl)-5-((2-(pyrrolidin-1-yl)ethyl)amino)pyrazine FC1=CC=C(C=C1)C(C)C1=C(N=CC=N1)NCCN1CCCC1